C(C(=O)O)(=O)O.C1N(CC12CNC2)C(=O)OC(C)(C)C.C(C)(C)(C)OC(=O)N2CC1(C2)CNC1 tert-butyl 2,6-diazaspiro[3.3]heptane-2-carboxylate hemioxalate